C1COCCCC1 tetramethylene-ethyleneether